C12CN(CC(CC1)N2)C=2OC1=C(N2)C=C(C=C1C=1SC=CN1)C(C)=O 1-(2-(3,8-diazabicyclo[3.2.1]octan-3-yl)-7-(thiazol-2-yl)benzo[d]oxazol-5-yl)ethan-1-one